Tert-butyl (1S,2S)-2-(hydroxymethyl)cyclopropanecarboxylate OC[C@@H]1[C@H](C1)C(=O)OC(C)(C)C